Cl.ClC=1C=C2CCCNC2=C(C1F)C(=O)O 6-chloro-7-fluoro-1,2,3,4-tetrahydroquinoline-8-carboxylic acid hydrochloride